C1(=CC=CC2=CC=CC=C12)C1CCC2=C(N=C(N=C2)C(=O)N)O1 7-(naphthalen-1-yl)-6,7-dihydro-5H-pyrano[2,3-d]pyrimidine-2-carboxamide